tert-Butyl(2-(3-((1-(3-bromonaphthalen-1-yl)cyclopropyl)carbamoyl)-4-methylphenoxy)ethyl)(methyl) carbamate C(N)(OC(CCOC1=CC(=C(C=C1)C)C(NC1(CC1)C1=CC(=CC2=CC=CC=C12)Br)=O)C(C)(C)C)=O